O1CCN(CC1)C=C(C(=O)N)CCC morpholino-propyl-acrylamide